(R)-2-((1-(2-(2,2-difluoro-6-azaspiro[3.4]octan-6-yl)-3,7-dimethyl-4-oxo-4H-pyrido[1,2-a]pyrimidin-9-yl)ethyl)amino)benzoic acid FC1(CC2(C1)CN(CC2)C=2N=C1N(C(C2C)=O)C=C(C=C1[C@@H](C)NC1=C(C(=O)O)C=CC=C1)C)F